5-[4-amino-5-(trifluoromethyl)pyrrolo[2,1-f][1,2,4]triazin-7-yl]-2,4-difluoro-N-[(3R,4S)-4-fluoro-1-(1-fluorocyclopropanecarbonyl)pyrrolidin-3-yl]benzamide NC1=NC=NN2C1=C(C=C2C=2C(=CC(=C(C(=O)N[C@@H]1CN(C[C@@H]1F)C(=O)C1(CC1)F)C2)F)F)C(F)(F)F